4-(2-pyridinyldisulfanyl)butanoic acid N1=C(C=CC=C1)SSCCCC(=O)O